1-[3-(1-hydroxyethyl)-6-[5-[(2-methylpyrimidin-5-yl)amino]benzimidazol-1-yl]-2-pyridinyl]-5-methyl-pyrazole-3-carbonitrile OC(C)C=1C(=NC(=CC1)N1C=NC2=C1C=CC(=C2)NC=2C=NC(=NC2)C)N2N=C(C=C2C)C#N